3-{[(2-methoxypyridin-4-yl)acetyl]amino}-1H-pyrazol COC1=NC=CC(=C1)CC(=O)NC1=NNC=C1